[1-[(1S)-1-[(1R,2R)-2-[(2-ethyl-2-methyl-chroman-4-yl)carbamoyl]cyclopropyl]-3-methoxy-propyl]-4,4-dimethyl-6-oxo-hexahydropyrimidin-2-ylidene]ammonium C(C)C1(OC2=CC=CC=C2C(C1)NC(=O)[C@H]1[C@@H](C1)[C@H](CCOC)N1C(NC(CC1=O)(C)C)=[NH2+])C